9-(3-fluoro-4-(morpholin-4-ylcarbonyl)phenyl)-2-(trifluoromethyl)-4H-pyrido[1,2-a]pyrimidin-4-one FC=1C=C(C=CC1C(=O)N1CCOCC1)C1=CC=CN2C1=NC(=CC2=O)C(F)(F)F